C(C1=CC=CC=C1)(=O)OCCCN1CCC2=CC(=CC(=C12)C#N)C(C(C)Cl)=O 1-(3-benzoyloxypropyl)-5-(2-chloropropionyl)-7-cyanoindoline